furanium [OH+]1C=CC=C1